NC1=NC(N(C=C1)[C@H]1C=C[C@@](C1)(CC)OC[P@@](=O)(OC1=CC=CC=C1)N[C@@H](C)C(=O)OCC)=O |o1:16| ethyl ((R or S)-((((1S,4R)-4-(4-amino-2-oxopyrimidin-1(2H)-yl)-1-ethylcyclopent-2-en-1-yl) oxy) methyl) (phenoxy) phosphoryl)-L-alaninate